N-(1,1-dimethylsilinan-4-yl)-1H-indole-2-carboxamide C[Si]1(CCC(CC1)NC(=O)C=1NC2=CC=CC=C2C1)C